C(C)(=O)N1[C@H](CCC2=CC(=CC=C12)C1=CC=C(C(=O)NCCNC(=O)C2=C(C=3N=C(N=C(C3S2)N2CCOCC2)C=2C=NC(=NC2)N)C)C=C1)C (S)-N-(2-(4-(1-Acetyl-2-methyl-1,2,3,4-tetrahydroquinolin-6-yl)benzamido)ethyl)-2-(2-aminopyrimidin-5-yl)-7-methyl-4-morpholinothieno[3,2-d]pyrimidine-6-carboxamide